ClC1=C(C=C(C=C1)N1C(N(C(=CC1=O)C(F)(F)F)C)=O)O 2-Chloro-5-(3-methyl-4-trifluoromethyl-2,6-dioxo-1,2,3,6-tetrahydropyrimidin-1-yl)phenol